Oxomolybdenum chloride O=[Mo](Cl)Cl